(tetrahydro-2H-pyran-4-yl)piperazin O1CCC(CC1)N1CCNCC1